[2,3,5-tris(fluoro)phenyl]boronic acid FC1=C(C=C(C=C1F)F)B(O)O